4-(2-Chlorophenyl)piperidin-4-amine ClC1=C(C=CC=C1)C1(CCNCC1)N